NC1=C2N=CN(C2=NC=N1)C[C@@H](C)OCP(OCCCSCCCCCCCCCCCCCC#CS(F)(F)(F)(F)F)(O)=O 3-((15-(pentafluoro-λ6-sulfanyl)pentadec-14-yn-1-yl)thio)propyl hydrogen ((((R)-1-(6-amino-9H-purin-9-yl)propan-2-yl)oxy)methyl)phosphonate